C(CC1=CC=CC=C1)NCCCNCC1CCC(C1O)O 5-(((3-(phenethylamino)propyl)amino)methyl)cyclopentane-1,2-diol